(2-ethylbenzofuran-3-yl)(4-hydroxy-3,5-diiodophenyl)methanone C(C)C=1OC2=C(C1C(=O)C1=CC(=C(C(=C1)I)O)I)C=CC=C2